methyl 6-(((5-(4-(2-methoxyphenyl)-6-methylpyridine-3-amido)-1,3,4-thiadiazol-2-yl)oxy)methyl)pyridine-2-carboxylate COC1=C(C=CC=C1)C1=C(C=NC(=C1)C)C(=O)NC1=NN=C(S1)OCC1=CC=CC(=N1)C(=O)OC